(2R,3R,11bR)-3-(tert-butoxy)-9-(((1R,3S)-2,2-difluoro-3-methylcyclopropyl)methoxy)-10-methoxy-1,3,4,6,7,11b-hexahydro-2H-pyrido[2,1-a]isoquinolin C(C)(C)(C)O[C@@H]1CC[C@H]2N(CCC3=CC(=C(C=C23)OC)OC[C@@H]2C([C@H]2C)(F)F)C1